Heptacosan-10-one CCCCCCCCCC(CCCCCCCCCCCCCCCCC)=O